4-[(5-fluoro-4-{5-oxa-8-azaspiro[3.5]nonan-8-yl}pyrimidin-2-yl)amino]-N-(2-methoxyethyl)benzenesulfonamide FC=1C(=NC(=NC1)NC1=CC=C(C=C1)S(=O)(=O)NCCOC)N1CCOC2(CCC2)C1